C(=O)O.COC=1C=C2C(=CC=NC2=CC1OC)N1CCN(CC1)C(CNS(=O)(=O)N)C N-(2-(4-(6,7-dimethoxyquinolin-4-yl)piperazin-1-yl)propyl)sulfamide formate